2-(2'-xenyl-3',5'-di-pentylphenyl)benzotriazole C1(=CC=C(C=C1)C1=CC=CC=C1)C(CC=1C=C(C=C(C1)N1N=C2C(=N1)C=CC=C2)CCCCC)CCC